FC=1C(=CC=C2C=C(C(NC12)=O)C)CN1CCC(=CC1)C=1C=NC2=C(N=CC=C2C1)NC 8-fluoro-3-methyl-7-((4-(8-(methylamino)-1,7-naphthyridin-3-yl)-3,6-dihydropyridin-1(2H)-yl)methyl)quinolin-2(1H)-one